(Z)-N-(diisopropylcarbamoyl)-2,2,3,3,3-pentafluoropropanimidic anhydride C(C)(C)N(C(=O)\N=C(\C(C(F)(F)F)(F)F)/O\C(\C(C(F)(F)F)(F)F)=N/C(N(C(C)C)C(C)C)=O)C(C)C